Natrium carbonat Monohydrat O.C([O-])([O-])=O.[Na+].[Na+]